benzyl (2S)-4-(hydroxymethyl)pyrrolidine-2-carboxylate hydrochloride Cl.OCC1C[C@H](NC1)C(=O)OCC1=CC=CC=C1